N1(CC1)C([O-])=N Aziridineimidate